ethyl octanoate (ethyl heptanoate) C(C)C(C(=O)O)CCCCC.C(CCCCCCC)(=O)OCC